tert-butyl (R)-(1-(4-bromo-5-methoxypyridin-2-yl)ethyl)(ethyl)carbamate BrC1=CC(=NC=C1OC)[C@@H](C)N(C(OC(C)(C)C)=O)CC